C1(=CC=CC=C1)C1=NC=C(N=C1C1=CC=CC=C1)C1=C(C=CC=C1)B1OC(C(O1)(C)C)(C)C 2,3-diphenyl-5-(2-(4,4,5,5-tetramethyl-1,3,2-dioxaborolan-2-yl)phenyl)pyrazine